carbonyl-ruthenium (II) chloride C(=O)=[Ru+]Cl